COC1=CC(=C(C=C1)C)C 4-methoxy-1,2-dimethyl-benzene